N1(CCNCC1)CCCN1CC(NCC1)=O 4-(3-(piperazin-1-yl)propyl)piperazin-2-one